COC(C(CCCC)C1=C(C(=CC=C1)OC[C@H](CCC(N)=O)NC(=O)OC(C)(C)C)F)=O [3-[(2S)-2-[(tert-butoxycarbonyl)amino]-4-carbamoylbutoxy]-2-fluorophenyl]hexanoic acid methyl ester